CC1=CC=C(S1)CO (5-Methylthiophen-2-yl)methanol